Methyl-4-(6-dimethylamino-1-methylquinazolin-2,4[1H,3H]-dione-3-yl)-L-phenylalanine CN[C@@H](CC1=CC=C(C=C1)N1C(N(C2=CC=C(C=C2C1=O)N(C)C)C)=O)C(=O)O